FC(C1=C(C=CC=C1)C1=CC(=CN1)C(=O)N)(F)F 5-[2-(trifluoromethyl)phenyl]-1H-pyrrole-3-formamide